N-Phenylsulfonyl-7-azaindole-3-carboxaldehyde C1(=CC=CC=C1)S(=O)(=O)N1C=C(C2=CC=CN=C12)C=O